2-(6-{1-[(3R)-6-{3-acetyl-3,8-diazabicyclo[3.2.1]octan-8-yl}-2-methylhexan-3-yl]azetidin-3-yl}-3-methylimidazo[1,5-a]pyridin-8-yl)-N-ethyl-5-fluoro-N-(isopropyl)benzamide C(C)(=O)N1CC2CCC(C1)N2CCC[C@H](C(C)C)N2CC(C2)C=2C=C(C=1N(C2)C(=NC1)C)C1=C(C(=O)N(C(C)C)CC)C=C(C=C1)F